2-ethoxy-N-(4-fluoro-3-(trifluoromethoxy)phenyl)-4-nitrobenzenesulfonamide C(C)OC1=C(C=CC(=C1)[N+](=O)[O-])S(=O)(=O)NC1=CC(=C(C=C1)F)OC(F)(F)F